C(=O)(OCC1=CC=CC=C1)N[C@H](CCO)C (S)-3-(Cbz-amino)-1-butanol